O=C1C2(N=CN1)N=C1C=CC=CC1=C2 cis-oxoindolespiroimidazoline